1-(9-methyl-6-morpholino-8-(pyridin-4-yl)-9H-purin-2-yl)-4-phenyl-1H-pyrazol-5-ol CN1C2=NC(=NC(=C2N=C1C1=CC=NC=C1)N1CCOCC1)N1N=CC(=C1O)C1=CC=CC=C1